(1R,2S,5R)-N-(4-methoxyphenyl)-5-methyl-2-(propan-2-yl)cyclohexane-1-carboxamide COC1=CC=C(C=C1)NC(=O)[C@H]1[C@@H](CC[C@H](C1)C)C(C)C